NC1=CC=C(C=C1)SC1=CC=C(C=C1)N bis-(4-aminophenyl)sulfide